5-(3,5-dimethylpiperazin-1-yl)-N-(6-(1-methyl-1H-pyrazol-4-yl)pyridin-2-yl)-2-morpholinooxazolo[4,5-b]pyridine-6-carboxamide CC1CN(CC(N1)C)C1=C(C=C2C(=N1)N=C(O2)N2CCOCC2)C(=O)NC2=NC(=CC=C2)C=2C=NN(C2)C